FC1=C(CC=2NC(=NN2)C(=O)N)C=CC(=C1F)F 5-(2,3,4-trifluorobenzyl)-4H-1,2,4-triazole-3-carboxamide